N-((1R,5S,6S)-2-azabicyclo[4.1.0]heptan-5-yl)-5-(oxetan-3-yl)isoxazole-3-carboxamide [C@@H]12NCC[C@@H]([C@H]2C1)NC(=O)C1=NOC(=C1)C1COC1